OC=CC=CCCCCCCCCCCCCC hydroxy-(7E,9Z)-heptadecadiene